FC(C1=CC=C(C=C1)C1CC=NN1C(=O)C12CC(C1)(C2)COC=2N=CC(=NC2)C#N)(F)F 5-((3-(5-(4-(trifluoromethyl)-phenyl)-4,5-dihydro-1H-pyrazole-1-carbonyl)bicyclo-[1.1.1]pentan-1-yl)methoxy)-pyrazine-2-carbonitrile